FC1C2CC=CCNC12 8-Fluoro-2-azabicyclo[5.1.0]oct-4-ene